7-(2-hydroxyethyl)-1,3-dimethyl-3,7-dihydro-1H-purine-2,6-dione OCCN1C=NC=2N(C(N(C(C12)=O)C)=O)C